(E)-4-(benzyloxy)-7-fluoro-3-(2-nitrovinyl)-1H-indole C(C1=CC=CC=C1)OC1=C2C(=CNC2=C(C=C1)F)\C=C\[N+](=O)[O-]